cyclopenta-2,4-dien-1-yl-(diphenyl)phosphine C1(C=CC=C1)P(C1=CC=CC=C1)C1=CC=CC=C1